(±)-cis-tert-butyl-4-((5-isopropoxypyridin-2-yl) oxy)-2,5-dimethylpiperidine-1-carboxylate C(C)(C)(C)OC(=O)N1C(CC(C(C1)C)OC1=NC=C(C=C1)OC(C)C)C